1-Propyl-4-[3-(1-propyl-4-piperidyl)propyl]piperidine C(CC)N1CCC(CC1)CCCC1CCN(CC1)CCC